C1=CC=C2C(=C1)C=CC=C2C=O naphthaldehyde